4-hydroxy-1-methylpiperidine OC1CCN(CC1)C